ClC1=CC=2N(C=C1C=1CCN(CC1)S(=O)(=O)C1=CN=C(O1)C)N=C(N2)[2H] 5-((4-(7-chloro-[1,2,4]triazolo[1,5-a]pyridin-6-yl-2-d)-3,6-dihydropyridin-1(2H)-yl)sulfonyl)-2-methyloxazole